C(C)OC(=O)C=1N(C=C(C(C1OCC)=O)C([C@@H](N)CC1=C(C=C(C=C1)F)F)=O)CC(OC)OC (2,2-dimethoxyethyl)-1,4-dihydro-3-ethoxy-4-oxo-5-(2,4-difluorophenylalanyl)pyridine-2-carboxylic acid ethyl ester